ClC(C1=NC(=NO1)C1=CC=2N(C=C1)C=C(N2)CN=S(=O)(C)CCOC)(F)F (((7-(5-(chlorodifluoromethyl)-1,2,4-oxadiazol-3-yl)imidazo[1,2-a]pyridin-2-yl)methyl)imino)(2-methoxyethyl)(methyl)-λ6-sulfanone